tert-butyl (4-(2-(2,2,2-trifluoroacetamido)ethoxy)benzyl)carbamate FC(C(=O)NCCOC1=CC=C(CNC(OC(C)(C)C)=O)C=C1)(F)F